(S)-1-prolyl-4-(2,2,2-trifluoroethyl)piperazine Tert-butyl-(S)-2-(4-(2,2,2-trifluoroethyl)piperazine-1-carbonyl)pyrrolidin-1-carboxylate C(C)(C)(C)OC(=O)N1[C@@H](CCC1)C(=O)N1CCN(CC1)CC(F)(F)F.N1[C@@H](CCC1)C(=O)N1CCN(CC1)CC(F)(F)F